rac-(1S)-1-[3-(3-methylpyrrolidin-1-yl)-1,2,4-oxadiazol-5-yl]ethanamine hydrochloride Cl.CC1CN(CC1)C1=NOC(=N1)[C@H](C)N |r|